FC=1C=C(C=NC1)C1=NC=2N(C(=N1)N[C@@H]1CCC=3NC4=CC=CC=C4C3C1)N=CC2C(F)(F)F (3R)-N-[2-(5-fluoro-3-pyridinyl)-8-(trifluoromethyl)pyrazolo[1,5-a][1,3,5]Triazin-4-yl]-2,3,4,9-tetrahydro-1H-carbazol-3-amine